ClC1=NC=C(C(=N1)N[C@H](CNC(OC(C)(C)C)=O)C(CC)C)C#CC(OCC)OCC tert-butyl N-[(2S)-2-[[2-chloro-5-(3,3-diethoxyprop-1-ynyl)pyrimidin-4-yl]amino]-3-methylpentyl]carbamate